cobalt (III) hexaanimine chloride [Cl-].C(CCCCC)=N.[Co+3].[Cl-].[Cl-]